2-[fluoro(2-fluorophenyl)acetyl]-8,8-dimethyl-7-oxo-2-azaspiro[3.5]non-5-ene-6-carbonitrile FC(C(=O)N1CC2(C1)C=C(C(C(C2)(C)C)=O)C#N)C2=C(C=CC=C2)F